COC(CC1C2=CC(=CC=C2C=2C=CC(=CC12)C(C)=O)C(C)=O)=O (2,7-diacetyl-9H-fluoren-9-yl)acetic acid methyl ester